2-methyl-2-[5-[(3R)-3-amino-5,5,7-trifluoro-2-oxo-1-[(4-phenoxyphenyl)methyl]-3,4-dihydro-1-benzazepin-8-yl]-1,3,4-oxadiazol-2-yl]propanenitrile CC(C#N)(C)C=1OC(=NN1)C1=CC2=C(C(C[C@H](C(N2CC2=CC=C(C=C2)OC2=CC=CC=C2)=O)N)(F)F)C=C1F